4-(2-acryloyl-2,6-diazaspiro[3.4]octan-6-yl)-6-(5-methyl-1H-indazol-4-yl)-2-(pyridin-3-ylmethoxy)pyrimidine-5-carbonitrile C(C=C)(=O)N1CC2(C1)CN(CC2)C2=NC(=NC(=C2C#N)C2=C1C=NNC1=CC=C2C)OCC=2C=NC=CC2